3Z-Hexenal CC/C=C\CC=O